methyl 4-((1-(2-((S)-1-(2,2-difluorobenzo[d][1,3]dioxol-5-yl)ethoxy)pyridine-4-yl)-3-(trifluoromethyl)-4,5,6,7-tetrahydro-1H-indazol-7-yl)oxy)benzoate FC1(OC2=C(O1)C=CC(=C2)[C@H](C)OC2=NC=CC(=C2)N2N=C(C=1CCCC(C21)OC2=CC=C(C(=O)OC)C=C2)C(F)(F)F)F